2,2-Dimethyl-3-(2-oxopyrrolidin-1-yl)propanoic acid CC(C(=O)O)(CN1C(CCC1)=O)C